BrC=1C=C2CN(C(C2=C(C1)Cl)=O)C 5-Bromo-2-methyl-7-chloroisoindol-1-one